FC1=C(C(=CC(=C1)C(C(C(F)(F)F)(F)F)(F)F)F)C=1C(=C(C(=O)N)C=C(C1)[N+](=O)[O-])SC1=NN=NN1CCOCCO [2,6-difluoro-4-(1,1,2,2,3,3,3-heptafluoropropyl)phenyl]-2-[1-[2-(2-hydroxyethoxy)ethyl]tetrazol-5-yl]sulfanyl-5-nitro-benzamide